4-(N-(3-(tert-butyl)-5-cyclopropylbenzyl)-2-(N-((4-(trifluoromethyl)pyridin-3-yl)methyl)-(2,3,4,5,6-pentafluoro-phenyl)sulfonamido)acetamido)-3-ethoxybenzoic acid C(C)(C)(C)C=1C=C(CN(C(CN(S(=O)(=O)C2=C(C(=C(C(=C2F)F)F)F)F)CC=2C=NC=CC2C(F)(F)F)=O)C2=C(C=C(C(=O)O)C=C2)OCC)C=C(C1)C1CC1